(S)-6'-bromo-8-(difluoromethoxy)-6-(trifluoromethyl)-3',4'-dihydro-2'H,3H-spiro[imidazo[1,2-a]pyridine-2,1'-naphthalene] BrC=1C=C2CCC[C@@]3(C2=CC1)N=C1N(C=C(C=C1OC(F)F)C(F)(F)F)C3